C(=O)(OC(C)(C)C)NC12CCCC(CC1)N2 (Boc-amino)-8-azabicyclo[3.2.1]octane